(2S,3R,4S)-4-(7-(((1R,2S)-2-(3,4-difluorophenyl)cyclopropyl)amino)-5-(propylsulfanyl)-3H-[1,2,3]triazolo[4,5-d]pyrimidin-3-yl)-2-(hydroxymethyl)tetrahydrofuran-3-ol FC=1C=C(C=CC1F)[C@H]1[C@@H](C1)NC=1C2=C(N=C(N1)SCCC)N(N=N2)[C@@H]2[C@H]([C@@H](OC2)CO)O